1-[2-fluoro-11-(trifluoromethyl)-10,11-dihydro-5H-dibenzo[b,e][1,4]diazepin-5-yl]propan-1-one FC1=CC2=C(N(C3=C(NC2C(F)(F)F)C=CC=C3)C(CC)=O)C=C1